COC1=C(C=CC=C1C1=NN(N=C1)C)NC1=C(N=NC(=C1)N1C(N(CC1)C(C)C)=O)C(=O)NC([2H])([2H])[2H] 4-{[2-methoxy-3-(2-methyl-2H-1,2,3-triazol-4-yl)phenyl]amino}-N-(2H3)methyl-6-[2-oxo-3-(propan-2-yl)imidazolidin-1-yl]pyridazine-3-carboxamide